C1(=C(C=CC=C1)C1=CC(OC2=CC(=CC=C12)OC(C(=O)N1C[C@@H](CCC1)C(=O)O)C)=O)C (3R)-1-[2-[4-(o-tolyl)-2-oxo-chromen-7-yl]oxypropionyl]piperidine-3-carboxylic acid